BrC1=CC2=C(S1)C(=CC=C2)Cl 2-bromo-7-chlorobenzo[B]thiophene